E-acetate C(C)(=O)[O-]